ClC=1C=C2C(=CNC2=CC1)CC[NH2+]C(C(=O)[O-])CC(=O)[O-].ClC=1C=C2C(=CNC2=CC1)CC[NH3+] 2-(5-chloro-1H-indol-3-yl)ethan-1-aminium 2-{[2-(5-chloro-1H-indol-3-yl)ethyl]azaniumyl}butanedioate